C1(CCCC1)C(=O)N1C2CN(CC1CC2)CC2=C(N=C1N2C=CC=N1)C1=CC=C(C=C1)C1CC1 cyclopentyl-(3-{[2-(4-cyclopropylphenyl)imidazo[1,2-a]pyrimidin-3-yl]methyl}-3,8-diazabicyclo[3.2.1]oct-8-yl)methanone